FC1=CC(=C(C=C1)NC(=O)C1=CC(=NC2=CC(=CC=C12)OC)C1=CC=CC=C1)OC N-(4-fluoro-2-methoxy-phenyl)-7-methoxy-2-phenylquinoline-4-carboxamide